1-((6-(1H-pyrazol-1-yl)pyridin-3-yl)methyl)-4-(3-fluorobicyclo[1.1.1]pentan-1-yl)-1,4-dihydropyrazine-2,3-dione N1(N=CC=C1)C1=CC=C(C=N1)CN1C(C(N(C=C1)C12CC(C1)(C2)F)=O)=O